(3S)-1-cyano-N-(1-(1-methylpiperidin-3-yl)-1H-imidazol-4-yl)pyrrolidine-3-carboxamide C(#N)N1C[C@H](CC1)C(=O)NC=1N=CN(C1)C1CN(CCC1)C